C1(CC1)COCC1=C(OC=C1)C1=CC(=C(N(C)CCCC(=O)O)C(=C1)F)F 4-[4-[3-(cyclopropylmethoxymethyl)-2-furyl]-2,6-difluoro-N-methyl-anilino]butanoic acid